1-(2-(Dimethylamino)phenyl)ethan-1-on CN(C1=C(C=CC=C1)C(C)=O)C